3,3,3-trifluoro-N-(p-tolyl)propionamide FC(CC(=O)NC1=CC=C(C=C1)C)(F)F